C1(=CC=CC=C1)P(O)(O)=O.CC1=C(C(=O)[Na])C(=CC(=C1)C)C 2,4,6-trimethylbenzoyl-sodium phenylphosphonate